5-chloropyridin-2-yl (5R)-5-(1,1-dioxo-1λ6,2-thiazinan-2-yl)-3,3-difluoropiperidine-1-carboxylate O=S1(N(CCCC1)[C@@H]1CC(CN(C1)C(=O)OC1=NC=C(C=C1)Cl)(F)F)=O